4-(N,N-dipropylsulfamoyl)-2-hydroxybenzoic acid C(CC)N(S(=O)(=O)C1=CC(=C(C(=O)O)C=C1)O)CCC